IC1=NN(C2=NC(=CN=C21)N2C[C@@H]1[C@]([C@@H]1CC2)(C=2SC=C(N2)C)CN2C(C1=CC=CC=C1C2=O)=O)C2OCCCC2 2-(((1S,6R,7S)-3-(3-iodo-1-(tetrahydro-2H-pyran-2-yl)-1H-pyrazolo[3,4-b]pyrazin-6-yl)-7-(4-methylthiazol-2-yl)-3-azabicyclo[4.1.0]heptan-7-yl)methyl)isoindoline-1,3-dione